3-(ethoxymethyl)-3-phenethylpyrrolidine C(C)OCC1(CNCC1)CCC1=CC=CC=C1